3-(1-(methyl-d3)piperidin-4-yl)-1H-indol-4-yl (9Z,12Z)-octadeca-9,12-dienoate C(CCCCCCC\C=C/C\C=C/CCCCC)(=O)OC1=C2C(=CNC2=CC=C1)C1CCN(CC1)C([2H])([2H])[2H]